(R)-3-(4-(2-amino-6-methylpyrimidin-4-yl)-1,4-oxazepan-3-yl)-4-methoxy-N-methylbenzamide NC1=NC(=CC(=N1)N1[C@@H](COCCC1)C=1C=C(C(=O)NC)C=CC1OC)C